3-Cyclopropyl-6-Methyl-1-{1-[5-(Trifluoromethyl)Pyridin-2-Yl]Ethyl}-1H,4H,5H-Pyrazolo[3,4-d]Pyrimidin-4-One C1(CC1)C1=NN(C=2N=C(NC(C21)=O)C)C(C)C2=NC=C(C=C2)C(F)(F)F